COC1=CC=C(C=C1)N1[C@@H]2CC[C@]1(CC=1C=NC=CC12)C (5R,8S)-10-(4-Methoxyphenyl)-8-methyl-6,7,8,9-tetrahydro-5H-5,8-epiminocyclohepta[c]pyridine